3-(1,4-dimethyl-1H-benzo[d][1,2,3]triazol-5-yl)propanoic acid ethyl ester C(C)OC(CCC1=C(C2=C(N(N=N2)C)C=C1)C)=O